Methyl 3-(2-ethoxy-2-oxo-acetyl)thiophene-2-carboxylate C(C)OC(C(=O)C1=C(SC=C1)C(=O)OC)=O